3-(tert-Butoxycarbonylamino)-5-(trifluoromethyl)pyridine-2-carboxylic acid C(C)(C)(C)OC(=O)NC=1C(=NC=C(C1)C(F)(F)F)C(=O)O